decanol iodoacetate ICC(=O)OCCCCCCCCCC